C1(CC1)C1=NN(C=C1C1=NC2=CC=CC=C2N=C1)CC(=O)NCC=1C=C2C(N(C(C2=CC1)=O)C1C(NC(CC1)=O)=O)=O (3-cyclopropyl-4-(quinoxalin-2-yl)-1H-pyrazol-1-yl)-N-((2-(2,6-dioxopiperidin-3-yl)-1,3-dioxoisoindolin-5-yl)methyl)acetamide